ClC=1C=2N(C=C(C1)F)N=C(C2)C 4-chloro-6-fluoro-2-methylpyrazolo-[1,5-a]pyridine